2-(4-(3-hydroxypropyl)phenyl)-2-methylpropanoic acid methyl ester COC(C(C)(C)C1=CC=C(C=C1)CCCO)=O